C(C)NC(C)C1=CC=C(C#N)C=C1 4-(1-(ethylamino)ethyl)benzonitrile